OC(CNC(=O)NC=1C=C2N=CC(N(C2=CC1)CC1=CC(=CC=C1)OC(F)(F)F)=O)(C)C 1-(2-hydroxy-2-methylpropyl)-3-(2-oxo-1-(3-(trifluoromethoxy)benzyl)-1,2-dihydroquinoxalin-6-yl)urea